OC=1C(N(C(=NC1C=1OC2=NC=CC=C2N1)N1C(C2=CC=CC=C2CC1)C1=CC=CC=C1)C)=O 5-hydroxy-3-methyl-6-(oxazolo[5,4-b]pyridin-2-yl)-2-(1-phenyl-3,4-dihydroisoquinolin-2(1H)-yl)pyrimidin-4(3H)-one